CN(C(C1=C(N=CC=C1)S(NC=1C=CC=C2C=CC=NC12)(=O)=O)=O)C N,N-dimethyl-2-(N-quinolin-8-ylsulfamoyl)nicotinamide